NC1=CC(=C(C(=N1)C)CNC1=CC(=NC=N1)OCC=1N=C2N(C=C(C=C2C(=O)OCC)C2CC2)C1)C ethyl 2-(((6-(((6-amino-2,4-dimethylpyridin-3-yl)methyl)amino)pyrimidin-4-yl)oxy)methyl)-6-cyclopropylimidazo[1,2-a]pyridine-8-carboxylate